methyl 1-((2-(trimethylsilyl)ethoxy)methyl)-1H-pyrrolo[2,3-b]pyridine-6-carboxylate C[Si](CCOCN1C=CC=2C1=NC(=CC2)C(=O)OC)(C)C